OC1=C(NC2=CC=CC=C12)CC(C)C hydroxyisobutyl-indol